C(C)(C)(C)OC(=O)N1C[C@@H](N(CC1)C=1C2=C(N(C(N1)=O)C=1C(=NC=CC1C)C(C)C)N=C(C(=C2)Cl)C2=C1C=NNC1=CC=C2C)C (3S)-4-(6-chloro-1-(2-isopropyl-4-methylpyridin-3-yl)-7-(5-methyl-1H-indazol-4-yl)-2-oxo-1,2-dihydropyrido[2,3-d]pyrimidin-4-yl)-3-methylpiperazine-1-carboxylic acid tert-butyl ester